6-(benzo1,3-dioxanyl)-4-(3,4-difluorophenyl)-pyrimidineamide O1C(OCC2=C1C=CC=C2)C2=CC(=NC(=N2)C(=O)N)C2=CC(=C(C=C2)F)F